NC=1C(=NC(=NC1C1=C2C=NN(C2=CC=C1C([2H])([2H])[2H])C1OCCCC1)C=1C(=NC=CC1)NC12CC(C1)(C2)C#N)C(=O)OCC ethyl 5-amino-2-[2-[(3-cyano-1-bicyclo[1.1.1]pentanyl)amino]-3-pyridyl]-6-[1-tetrahydropyran-2-yl-5-(trideuteriomethyl)indazol-4-yl]pyrimidine-4-carboxylate